C1(CC1)C1=C(N)C=C(C(=C1)I)C 2-cyclopropyl-4-iodo-5-methylaniline